5-(5-fluoro-3-pyridinyl)-7-oxido-1-tetrahydropyran-2-yl-6-tetrahydropyran-4-yl-pyrazolo[4,3-g]Isoquinolin-7-ium FC=1C=C(C=NC1)C1=C([N+](=CC2=CC3=C(C=C12)C=NN3C3OCCCC3)[O-])C3CCOCC3